CS(=O)(=O)C1=CC=C(OC[C@@H]2CN(C[C@H]2C)CCC2=C(C#N)C=CC=C2)C=C1 2-[(3S,4S)-3-[(4-methanesulfonylphenoxy)methyl]-4-methylpyrrolidin-1-ylethyl]benzonitrile